CC1=C(C=CC=C1C(F)(F)F)[C@@H](C)NC(=O)C1=CN(C(C=C1N[C@H]1[C@H]2CC[C@@H](C1)N2C)=O)C2CCOCC2 N-((R)-1-(2-methyl-3-(trifluoromethyl)phenyl)ethyl)-4-(((1R,2R,4S)-7-methyl-7-azabicyclo[2.2.1]heptan-2-yl)amino)-6-oxo-1-(tetrahydro-2H-pyran-4-yl)-1,6-dihydropyridine-3-carboxamide